O[C@@H]1C[C@@H](N(C1)C)COC=1C=CC(=C(C(=O)NC2(CC2)C2=CC=CC3=CC=CC=C23)C1)C 5-(((2R,4R)-4-Hydroxy-1-methylpyrrolidin-2-yl)methoxy)-2-methyl-N-(1-(naphthalen-1-yl)cyclopropyl)benzamide